ClC=1C=C(C=C(C1)NS(=O)(=O)C)NC(=O)C1=CN(C(=C1)C1=NC=C(C=C1OCC1=CC(=CC(=C1)SC)F)F)C N-(3-chloro-5-(methylsulfonamido)phenyl)-5-(5-fluoro-3-((3-fluoro-5-(methylthio)benzyl)oxy)pyridin-2-yl)-1-methyl-1H-pyrrole-3-carboxamide